COC=1C=C(C=CC1[N+](=O)[O-])N([C@@H]1CN(CC1)CCOC)C (S)-N-(3-methoxy-4-nitrophenyl)-1-(2-methoxyethyl)-N-methylpyrrolidin-3-amine